N1(CCC1)CCCC=1C(=CC(N(C1)CC1=CC=C(C=C1)OC)=O)C(F)(F)F 5-[3-(azetidin-1-yl)propyl]-1-[(4-methoxyphenyl)methyl]-4-(trifluoromethyl)pyridin-2-one